4-bromo-5-fluoro-1H-pyridin-2-one BrC1=CC(NC=C1F)=O